2-(2,3-difluoro-4-methylbenzene-1-carbonyl)-8,8-dimethyl-7-oxo-2-azaspiro[3.5]non-5-ene-6-carbonitrile FC1=C(C=CC(=C1F)C)C(=O)N1CC2(C1)C=C(C(C(C2)(C)C)=O)C#N